N1=CNC2=NC=CC(=C21)CN2C(CC(C2)C2=CC=CC=C2)=O 1-(3H-imidazolo[4,5-b]pyridin-7-ylmethyl)-4-phenylpyrrolidin-2-one